3-(2-(dimethylamino)ethyl)-1H-indol-4-yl 3-bromo-2-methylbenzoate BrC=1C(=C(C(=O)OC2=C3C(=CNC3=CC=C2)CCN(C)C)C=CC1)C